NC=1C=C(C=CC1)C(C1=CC(=CC=C1)N)[PH2]=O Bis(3-aminophenyl)methylphosphin oxid